2-[[1-(cyanomethyl)-4-methyl-pyrazol-3-yl]amino]-N-(5-methyl-1H-indazol-4-yl)thiazole-5-carboxamide C(#N)CN1N=C(C(=C1)C)NC=1SC(=CN1)C(=O)NC1=C2C=NNC2=CC=C1C